FC(CC1NC(C(C2=CC=CC=C12)C(=O)N)C=1C=NC(=NC1)C(F)(F)F)(F)F (2,2,2-trifluoroethyl)-3-(2-(trifluoromethyl)pyrimidin-5-yl)-1,2,3,4-tetrahydroisoquinoline-4-carboxamide